C1(CC1)C1=NC=NC(=C1C1=NC=C(C(=N1)OCC=1C=NC(=C(C1)F)C=1N(C=C(N1)C(F)(F)F)C(C)C)OC)OC(F)F 2-[4-cyclopropyl-6-(difluoromethoxy)pyrimidin-5-yl]-4-[[5-fluoro-6-[1-isopropyl-4-(trifluoromethyl)imidazol-2-yl]-3-pyridyl]methoxy]-5-methoxy-pyrimidine